FC=1C(=CC(=NC1)OC)C1=CC(=NN1)C(=O)N1[C@H]2CC(C[C@@H]1CC2)C(=O)N[C@H]2CO[C@H](CC2)C(F)(F)F (1R,3s,5S)-8-(5-(5-fluoro-2-methoxypyridin-4-yl)-1H-pyrazole-3-carbonyl)-N-((3R,6R)-6-(trifluoromethyl)tetrahydro-2H-pyran-3-yl)-8-azabicyclo[3.2.1]octane-3-carboxamide